FC1=C(C=CC=C1O)C1=CC=CC(=N1)OC=1C=C(C=CC1)CNS(=O)(=O)C N-[(3-{[6-(2-fluoro-3-hydroxyphenyl)pyridin-2-yl]oxy}phenyl)methyl]methane-sulfonamide